The molecule is a phenolate anion obtained by deprotonation of the 5-hydroxy group of 27-O-demethylrifamycin SV. It is the major microspecies at pH 7.3 (according to Marvin v 6.2.0.). It is a conjugate base of a 27-O-demethylrifamycin SV. C[C@H]1/C=C/C=C(\\C(=O)NC2=CC(=C3C(=C2O)C(=C(C4=C3C(=O)[C@](O4)(O/C=C/[C@@H]([C@H]([C@H]([C@@H]([C@@H]([C@@H]([C@H]1O)C)O)C)OC(=O)C)C)O)C)C)[O-])O)/C